1-(3-(4-methoxybenzoyl)-2-(4-methoxyphenyl)indolizin-1-yl)pyridin-2(1H)-one COC1=CC=C(C(=O)C2=C(C(=C3C=CC=CN23)N2C(C=CC=C2)=O)C2=CC=C(C=C2)OC)C=C1